2-(tert-butoxycarbonylamino)-2-tetrahydrofuran-3-yl-acetic acid C(C)(C)(C)OC(=O)NC(C(=O)O)C1COCC1